4-cyclopentyl-1-(2,2',6-trifluoro-[1,1'-biphenyl]-4-yl)-1H-1,2,3-triazole C1(CCCC1)C=1N=NN(C1)C1=CC(=C(C(=C1)F)C1=C(C=CC=C1)F)F